[Cl-].C1(=CC=CC=C1)N1[NH2+]C(=NN1C1=CC=CC=C1)C 2,3-diphenyl-5-methyl-tetrazolium chloride